O=C1NC(CCC1N1C(N(C2=C1C=CC=C2C#CCOC2CCN(CC2)C(=O)OC(C)(C)C)C)=O)=O tert-butyl 4-[3-[1-(2,6-dioxo-3-piperidyl)-3-methyl-2-oxo-benzimidazol-4-yl]prop-2-ynoxy]piperidine-1-carboxylate